COC=1C=C(\C=N\NC(C2=NC(=CC=C2)C2=CC=C(C=C2)OC(C)C)=O)C=C(C1)OC (E)-N'-(3,5-dimethoxybenzylidene)-6-(4-isopropoxyphenyl)picolinohydrazide